1-(4-Bromo-2-fluorophenyl)-2,3,4-trifluorobenzene BrC1=CC(=C(C=C1)C1=C(C(=C(C=C1)F)F)F)F